N1=C(C=CC=C1)CN mono-2-picolyl-amine